ClCCC(=C(C1=CC=C(C=C1)OCCN1CCNCC1)C1=CC=CC=C1)C1=CC=CC=C1 4-(4-chloro-2-phenyl-1-(4-(2-(piperazin-1-yl)ethoxy)phenyl)but-1-en-1-yl)benzene